4-((3-(2-acetamidoethyl)-1H-indol-4-yl)oxy)-4-oxobutyric acid C(C)(=O)NCCC1=CNC2=CC=CC(=C12)OC(CCC(=O)O)=O